O1C[C@@H](CC1)NC1=CC(=NC=N1)NC1=CC2=C(C(NC23CCCCC3)=O)S1 (R)-2'-((6-((tetrahydrofuran-3-yl)amino)pyrimidin-4-yl)amino)spiro[cyclohexane-1,4'-thieno[2,3-c]pyrrol]-6'(5'H)-one